bis(1,3-dimethyl-2-indenyl)dimethoxysilane CC1C(=C(C2=CC=CC=C12)C)[Si](OC)(OC)C=1C(C2=CC=CC=C2C1C)C